CC1(OCC(O1)C1=NC=C(C=C1)[N+](=O)[O-])C (2,2-dimethyl-1,3-dioxolan-4-yl)-5-nitropyridine